CN1N=C(C(=C1)C1=CC=NC=C1)C1=CC=C(C=C1)C#CC1=NC2=CC=CC=C2N=C1 2-[2-[4-[1-methyl-4-(4-pyridyl)pyrazol-3-yl]phenyl]ethynyl]quinoxaline